pentaerythritol tetrakis(β-mercaptopropionate) SCCC(=O)OCC(COC(CCS)=O)(COC(CCS)=O)COC(CCS)=O